racemic-1-(((3-butyl-3-ethyl-5-(4-fluorophenyl)-7-(methylsulfanyl)-1,1-dioxo-2,3,4,5-tetrahydro-1,5-benzothiazepin-8-yl)oxy)methyl)cyclopropane-1-carboxylic acid C(CCC)[C@]1(CS(C2=C(N(C1)C1=CC=C(C=C1)F)C=C(C(=C2)OCC2(CC2)C(=O)O)SC)(=O)=O)CC |r|